C(C)N1C[C@@H](CCC1)NC(C)=O N-[(3R)-1-Ethylpiperidin-3-yl]Acetamide